2-(Difluoromethyl)-4-((4S,5R)-3-((difluoromethyl)sulfonyl)-5-fluoro-4-hydroxyl-4,5,6,7-tetrahydro-1H-indol-1-yl)benzonitrile FC(C1=C(C#N)C=CC(=C1)N1C=C(C=2[C@@H]([C@@H](CCC12)F)O)S(=O)(=O)C(F)F)F